(5-isonicotinoyl-1,4,5,6-tetrahydropyrrolo[3,4-c]pyrazol-3-yl)methanone C(C1=CC=NC=C1)(=O)N1CC=2NN=C(C2C1)C=O